3'-bromo-2'-chloro-3-methoxy-[1,1'-biphenyl]-4-carbaldehyde BrC=1C(=C(C=CC1)C1=CC(=C(C=C1)C=O)OC)Cl